1-((2-morpholinopyrimidin-5-yl)methyl)piperidin O1CCN(CC1)C1=NC=C(C=N1)CN1CCCCC1